{2-cyclopropyl-4-[4-(2-dimethylamino-phenyl)-piperidin-1-yl]-quinazolin-6-yl}-(2-methoxy-ethyl)-methyl-amine C1(CC1)C1=NC2=CC=C(C=C2C(=N1)N1CCC(CC1)C1=C(C=CC=C1)N(C)C)N(C)CCOC